BrC1=CC(=C(C=C1C)CC=1N(C2=C(N1)C=CC(=C2)C(=O)OC)[C@@H]2COCC2(C)C)Cl Methyl 2-[(4-bromo-2-chloro-5-methyl-phenyl)methyl]-3-[(3S)-4,4-dimethyltetrahydrofuran-3-yl]benzimidazole-5-carboxylate